[Cl-].C(CCCCC)OC(=O)OC(CC)OC(C(=O)OC1CC2CCC(C1)[N+]21CCCC1)(C1=CC=CC=C1)C1=CC=CC=C1 3-(2-(1-(((hexyloxy)carbonyl)oxy)propoxy)-2,2-diphenylacetoxy)spiro[bicyclo[3.2.1]octane-8,1'-pyrrolidin]-1'-ium chloride